2-(methylthio)-1,3-benzoxazole CSC=1OC2=C(N1)C=CC=C2